CN(CCOC1=C(C=CC=C1N)NC1=CC=CC=C1)C 2-(2-(dimethylamino)ethoxy)-N1-phenylbenzene-1,3-diamine